BrC1=CC=C(C(=N1)C#CC(OCC)OCC)N 6-bromo-2-(3,3-diethoxyprop-1-ynyl)pyridin-3-amine